2-[[1-(3-chlorophenyl)-5-(3-methoxyphenyl)-1H-pyrazol-3-yl]methoxy]-2-methylpropanoic acid ClC=1C=C(C=CC1)N1N=C(C=C1C1=CC(=CC=C1)OC)COC(C(=O)O)(C)C